C(C)(C)(C)S(=O)NC(CC[C@H]1CC(N(C1)C(=O)OC(C)(C)C)(C)C)C1=NC=C(C=C1)Cl tert-butyl (4S)-4-[3-(tert-butylsulfinylamino)-3-(5-chloro-2-pyridyl)propyl]-2,2-dimethyl-pyrrolidine-1-carboxylate